FC(C=1C=NC(=NC1)CC1CC2(CN(C2)C(=O)N2C[C@@H]3[C@@H](OCC(N3)=O)CC2)C1)(F)F (4aR,8aS)-6-[6-[[5-(trifluoromethyl)pyrimidin-2-yl]methyl]-2-azaspiro[3.3]heptane-2-carbonyl]-4,4a,5,7,8,8a-hexahydropyrido[4,3-b][1,4]oxazin-3-one